3-(4-fluorophenyl)-6-methyl-1H-indole-2-carboxylic acid FC1=CC=C(C=C1)C1=C(NC2=CC(=CC=C12)C)C(=O)O